2-(2-(3,6-dihydro-2H-pyran-4-yl)-5-ethyl-6-(4-(4-hydroxyisoxazole-3-yl)piperazin-1-yl)-7-oxo-[1,2,4]triazolo[1,5-a]pyrimidin-4(7H)-yl)-N-(2-methyl-4-(trifluoromethyl)phenyl)acetamide O1CCC(=CC1)C1=NN2C(N(C(=C(C2=O)N2CCN(CC2)C2=NOC=C2O)CC)CC(=O)NC2=C(C=C(C=C2)C(F)(F)F)C)=N1